C(/C1=CC=CC=C1)=C\1/C2C(N3N1C(CC3(C)C)=O)C=3C(=CC=CC3C2)F (E)-10-Benzylidene-5-fluoro-3,3-dimethyl-2,3,4a,9,9a,10-hexahydro-1H-indeno[1,2-c]pyrazolo[1,2-a]pyrazol-1-one